N-(5-bromo(1,3-thiazol-2-yl))(2-chlorophenyl)formamide 2-cyanoethyl-(N,N-diisopropyl)-phosphoramidite C(#N)CCOP(O)N(C(C)C)C(C)C.BrC1=CN=C(S1)N(C=O)C1=C(C=CC=C1)Cl